4-amino-N-[(1r,3s)-3-{[6-chloro-2-(trifluoromethyl)quinolin-4-yl]amino}cyclohexyl]piperidine-1-carboxamide NC1CCN(CC1)C(=O)N[C@H]1C[C@H](CCC1)NC1=CC(=NC2=CC=C(C=C12)Cl)C(F)(F)F